4-[5-(2-aminoethyl)pyrimidin-2-yl]-3-[1-(2,2-difluoroethyl)pyrazol-4-yl]oxybenzonitrile NCCC=1C=NC(=NC1)C1=C(C=C(C#N)C=C1)OC=1C=NN(C1)CC(F)F